C1(CCCC1)N1C(C(=CC2=CN=C(C=C12)NC1=C(C=C(C=C1)N1CCN(CC1)C)OC)C#N)=O 1-Cyclopentyl-7-((2-methoxy-4-(4-methylpiperazin-1-yl)phenyl)amino)-2-oxo-1,2-dihydro-1,6-Naphthyridine-3-carbonitrile